dipalmitoyl 3,5-dimethoxy-4-hydroxybenzylidenemalonate COC=1C=C(C=C(C(=O)OC(CCCCCCCCCCCCCCC)=O)C(=O)OC(CCCCCCCCCCCCCCC)=O)C=C(C1O)OC